(1R,2S)-5-((2-methyl-[1,1'-biphenyl]-3-yl)methoxy)-1-((2-(methylsulfonyl)ethyl)amino)-2,3-dihydro-1H-inden-2-ol CC1=C(C=CC=C1COC=1C=C2C[C@@H]([C@@H](C2=CC1)NCCS(=O)(=O)C)O)C1=CC=CC=C1